(3R)-3-(4-bromo-1H-pyrazol-1-yl)-3-cyclopentylpropionitrile BrC=1C=NN(C1)[C@H](CC#N)C1CCCC1